OCCC1=CC=C(C=C1)C1=CC=CC=C1 4'-(2-Hydroxyethyl)-[1,1'-biphenyl]